2-Fluoro-2-methylmalonamide FC(C(=O)N)(C(=O)N)C